zinc Hydroxystannate [O-][Sn](=O)[O-].[Zn+2]